5H,6H,7H-pyrano[2,3-d][1,3]thiazole-7-carbonitrile S1C=NC2=C1C(CCO2)C#N